COC=1C=C(C=CC1OC)C=1NC2=CC=C(C=C2C1C)C1CCN(CC1)CC=1C=C2C=CN=CC2=CC1 6-((4-(2-(3,4-dimethoxyphenyl)-3-methyl-1H-indol-5-yl)piperidin-1-yl)methyl)isoquinoline